2-(2-(5-oxo-6-((2-(trimethylsilyl)ethoxy)methyl)-3,4,5,6-tetrahydropyrido(2,3-d)pyridazin-1(2H)-yl)propoxy)isoindoline-1,3-dione O=C1C2=C(C=NN1COCC[Si](C)(C)C)N(CCC2)C(CON2C(C1=CC=CC=C1C2=O)=O)C